C(C)C1=NOC(=N1)N1CCC(CC1)[C@H](C)OC=1SC2=NC(=CC=C2N1)C=1C=NC(=CC1)S(=O)(=O)C 2-((S)-1-(1-(3-ethyl-1,2,4-oxadiazol-5-yl)piperidin-4-yl)ethoxy)-5-(6-(methylsulfonyl)pyridin-3-yl)thiazolo[5,4-b]pyridin